3-(2-methylthiazol-5-yl)imidazo[2,1-b]thiazole-6-carboxamide CC=1SC(=CN1)C=1N2C(SC1)=NC(=C2)C(=O)N